C(C)(=O)N1CC(C1)N1C=C(C2=C1N=CN=C2N)C2=CC=C(C=C2)C2C=1N(CCC2)N(C(C1C(=O)N)=O)C1=CC=CC=C1 (4-(7-(1-Acetylazetidin-3-yl)-4-amino-7H-pyrrolo[2,3-d]pyrimidin-5-yl)phenyl)-2-oxo-1-phenyl-1,2,4,5,6,7-hexahydropyrazolo[1,5-a]pyridine-3-carboxamide